tert-Butyl N-(2-oxoethyl)carbamate O=CCNC(OC(C)(C)C)=O